{6-[(3-fluorophenyl)thio]-1,2,3,4-tetrahydronaphthalen-1-yl}methylamine FC=1C=C(C=CC1)SC=1C=C2CCCC(C2=CC1)CN